1,4-bis(4-aminophenylsulfonyl)butane NC1=CC=C(C=C1)S(=O)(=O)CCCCS(=O)(=O)C1=CC=C(C=C1)N